C(C=C)N(C1CCC(CC1)=O)CC=C 4-(diallylamino)cyclohexanone